CS(=O)(=O)NC1=CC=C(C=N1)C1N(CC(CC1)C)C(C(=O)NC=1C=C(C(=NC1)NC(OC(C)(C)C)=O)C)=O tert-Butyl N-[5-[[2-[2-[6-(methanesulfonamido)-3-pyridyl]-5-methyl-1-piperidyl]-2-oxo-acetyl]amino]-3-methyl-2-pyridyl]carbamate